BrC=1C=C(C=C2C(=NNC12)N)C1=C2C(=NC=C1)NC=C2 7-bromo-5-(1H-pyrrolo[2,3-b]pyridin-4-yl)-1H-indazol-3-amine